N1=C(C=CC=C1)CN(CC1=NC=CC=C1)CC1=NC=CC=C1 tris[(2-pyridinyl)methyl]Amine